2,3-dihydroxybutyryl-CoA OC(C(=O)SCCNC(CCNC([C@@H](C(COP(OP(OC[C@@H]1[C@H]([C@H]([C@@H](O1)N1C=NC=2C(N)=NC=NC12)O)OP(=O)(O)O)(=O)O)(=O)O)(C)C)O)=O)=O)C(C)O